C(#N)CN(CCN(CCN1C(N(CC1)CCN(CC#N)CC#N)=O)CC#N)CC#N 2,2'-((2-(3-(2-((2-(bis(cyanomethyl)amino)ethyl)(cyanomethyl)amino)ethyl)-2-oxoimidazolidin-1-yl)ethyl)azanediyl)diacetonitrile